1-(6-(4-(((3-bromo-1H-1,2,4-triazol-5-yl)amino)methyl)phenyl)pyridin-2-yl)ethan-1-one BrC1=NNC(=N1)NCC1=CC=C(C=C1)C1=CC=CC(=N1)C(C)=O